methyl 2-amino-2-[6-[4-cyano-2-(2-methyl-6-morpholin-4-ylpyridin-4-yl)oxyphenyl]pyridin-3-yl]acetate NC(C(=O)OC)C=1C=NC(=CC1)C1=C(C=C(C=C1)C#N)OC1=CC(=NC(=C1)N1CCOCC1)C